O.N1=CC=CC(=C1)C1N(C)CCC1 nicotine-hydrate